3-isopropyl-11-methoxy-7,9,11,13,15-pentamethyl-17-oxa-3,7-diazaspiro[5.12]octadecane-14,16-dione C(C)(C)N1CCC2(CC1)N(CC(CC(CC(C(C(C(OC2)=O)C)=O)C)(C)OC)C)C